ClC1=C(C2=C(C3=C(N=C(N(C3=O)CC3=CC(=NO3)C(F)(F)F)C3=C(C=C(C=C3)F)C3CC3)S2)C=C1)O 7-chloro-2-(2-cyclopropyl-4-fluorophenyl)-8-hydroxy-3-((3-(trifluoromethyl)isoxazol-5-yl)methyl)benzo[4,5]thieno[2,3-d]pyrimidin-4(3H)-one